1-N-(2,6-diethylphenyl)maleimide C(C)C1=C(C(=CC=C1)CC)N1C(C=CC1=O)=O